ClC1=NN2C(C(=N1)NCC=1OC=CC1)=CC=C2Cl 2,7-dichloro-N-(furan-2-ylmethyl)pyrrolo[2,1-f][1,2,4]triazin-4-amine